OCCN1CCC(CC1)[C@@H](C)NS(=O)(=O)C1=CC(=C(C=C1)NC(C1=C(C=CC=C1)C)=O)C (R)-N-(4-(N-(1-(1-(2-hydroxyethyl)piperidin-4-yl)ethyl)sulfamoyl)-2-methylphenyl)-2-methylbenzamide